ClC1=C(C=C(C=N1)O)C1=NN=C(N1C)C1=C(C=CC=C1F)F 6-chloro-5-(5-(2,6-difluorophenyl)-4-methyl-4H-1,2,4-triazol-3-yl)pyridin-3-ol